1-(3-(piperazin-1-yl)benzo[d]isoxazol-6-yl)dihydro-pyrimidine-2,4(1H,3H)-dione hydrochloride Cl.N1(CCNCC1)C1=NOC2=C1C=CC(=C2)N2C(NC(CC2)=O)=O